ClC1=C(C#N)C(=CC=N1)NC1=CC=2C3=C(C(N(C2C=C1)C)=O)OCC(C(N3)C3CC3)(F)F 2-chloro-4-((2-cyclopropyl-3,3-difluoro-7-methyl-6-oxo-1,2,3,4,6,7-hexahydro-[1,4]oxazepino[2,3-c]quinolin-10-yl)amino)nicotinonitrile